(3S,6R,7R)-6,12-dihydroxy-3,6-dimethyl-1,11-dioxo-N-(2,4,6-trifluorobenzyl)-1,4,5,6,7,11-hexahydro-3H-2,7-methanopyrido[1,2-a][1,4]diazonine-10-carboxamide O[C@@]1(CC[C@@H](N2C(C=3N([C@@H]1C2)C=C(C(C3O)=O)C(=O)NCC3=C(C=C(C=C3F)F)F)=O)C)C